6-((1S,2S)-2-(6-chloro-3-fluoroimidazo[1,2-b]pyridazin-8-yl)cyclopropyl)-1-(2,2,2-trifluoroethyl)-1H-pyrazolo[3,4-b]pyridine ClC=1C=C(C=2N(N1)C(=CN2)F)[C@@H]2[C@H](C2)C2=CC=C1C(=N2)N(N=C1)CC(F)(F)F